tert-butyl N-(2-fluoro-3-nitro-phenyl)carbamate FC1=C(C=CC=C1[N+](=O)[O-])NC(OC(C)(C)C)=O